The molecule is a a disaccharide derivative consisting of eriodictyol beta-D-glucoside having a beta-D-glucosyl residue attached at the 2-position. Isolated from the aerial parts of Globularia alypum, it exhibits antioxidant activity. It has a role as a metabolite and an antioxidant. It is a member of 3'-hydroxyflavanones, a flavanone glycoside and a disaccharide derivative. It derives from an eriodictyol. C1[C@H](OC2=CC(=CC(=C2C1=O)O)O[C@H]3[C@@H]([C@H]([C@@H]([C@H](O3)CO)O)O)O[C@H]4[C@@H]([C@H]([C@@H]([C@H](O4)CO)O)O)O)C5=CC(=C(C=C5)O)O